N4-(3-(dimethylamino)propyl)-N2-(4-ethylphenyl)quinazoline-2,4-diamine CN(CCCNC1=NC(=NC2=CC=CC=C12)NC1=CC=C(C=C1)CC)C